ClC1=CC=C(C=C1)CN1C([C@H](CS(C2=C1C=C(C(=C2)C)C=2OC(=NN2)C2CN(CC(C2)(F)F)C)(=O)=O)NC(OC(C)(C)C)=O)=O tert-butyl N-[(3R)-5-[(4-chlorophenyl)methyl]-7-[5-(5,5-difluoro-1-methyl-3-piperidyl)-1,3,4-oxadiazol-2-yl]-8-methyl-1,1,4-trioxo-2,3-dihydro-1λ6,5-benzothiazepin-3-yl]carbamate